O=C1NCNN2C1=CC(C(=C2)C(=O)NCC2=C(C=C(C=C2F)F)F)=O 4,6-dioxo-N-(2,4,6-trifluorobenzyl)-2,3,4,6-tetrahydro-1H-pyrido[2,1-f][1,2,4]triazine-7-carboxamide